2',4',6'-tri-isopropylbiphenyl C(C)(C)C1=C(C(=CC(=C1)C(C)C)C(C)C)C1=CC=CC=C1